ClC1=CC=C2C=C(N(C2=C1)CCC)C=1OC=NN1 2-(6-chloro-1-propyl-1H-indol-2-yl)-1,3,4-oxadiazole